C(OCC)(OC)=O ethyl methyl carbonat